C(CCC)C1(CS(C2=C(N(C1)C1=CC=C(C=C1)F)C=C(C(=C2)O)SC)(=O)=O)CC 3-butyl-3-ethyl-5-(4-fluorophenyl)-8-hydroxy-7-(methylsulfanyl)-2,3,4,5-tetrahydro-1,5-benzothiazepine 1,1-dioxide